(1H-pyrazol-3-yl)picolinamide N1N=C(C=C1)C=1C(=NC=CC1)C(=O)N